(S)-N-(benzofuran-6-ylmethyl)-N-(4,4-difluorocyclohexyl)-1-((R)-N,4-dimethylphenylsulfonimidoyl)pyrrolidine-2-carboxamide O1C=CC2=C1C=C(C=C2)CN(C(=O)[C@H]2N(CCC2)[S@](=O)(=NC)C2=CC=C(C=C2)C)C2CCC(CC2)(F)F